3-fluoro-azetidine-1-carboxylic acid tert-butyl ester C(C)(C)(C)OC(=O)N1CC(C1)F